(2,3,4,5-tetramethyl)cyclopentadiene CC1=CC(C(=C1C)C)C